FC=1C=C(C=CC1)C=1NC2=CC=CC=C2C1C(C1=C(NC2=CC=CC=C12)C1=CC(=CC=C1)F)C=1NC2=CC=CC=C2C1 Bis(2-(3-fluorophenyl)-1H-indole-3-yl)methyl-indole